Bis(dodecyl-phenyl)-iodonium hexafluoro-antimonat F[Sb-](F)(F)(F)(F)F.C(CCCCCCCCCCC)C1=C(C=CC=C1)[I+]C1=C(C=CC=C1)CCCCCCCCCCCC